COC1(CCCCC1)C1=CN=C(S1)NC(CCNC1=NC=CC2=CC=C(C=C12)C1=NOC(=N1)C)=O N-[5-(1-methoxycyclohexyl)thiazol-2-yl]-3-[[7-(5-methyl-1,2,4-oxadiazol-3-yl)-1-isoquinolyl]amino]propionamide